6-amino-1-(2-(4-methoxyphenyl)-2-oxoethyl)-1H-indole-2-formamide NC1=CC=C2C=C(N(C2=C1)CC(=O)C1=CC=C(C=C1)OC)C(=O)N